(E)-ethyl 3-(4-(4-(chlorosulfonyl)phenoxy)-3,5-difluorophenyl)-2-methylacrylate ClS(=O)(=O)C1=CC=C(OC2=C(C=C(C=C2F)/C=C(/C(=O)OCC)\C)F)C=C1